FC1=C(C(=CC(=C1)C1=NC(=CC=C1)SC(C)C)F)N1CC(CC1)CC(=O)O 2-[1-[2,6-difluoro-4-(6-isopropylthio-2-pyridyl)phenyl]pyrrolidin-3-yl]acetic acid